C(CCCCCCCCCCCCCCCCC)(=O)N[C@H]1C(O)O[C@@H]([C@H]([C@@H]1O)O)CO N-stearoyl-glucosamine